(S)-4-(5-(6-ethoxy-2-methyl-2H-indazole-5-carboxamido)pyridazin-2-yl)-2-methylpiperazine-1-carboxylic acid tert-butyl ester C(C)(C)(C)OC(=O)N1[C@H](CN(CC1)N1NC=C(C=C1)NC(=O)C1=CC2=CN(N=C2C=C1OCC)C)C